2-methylpropan-2-yl-{[4-(dihydroxyboryl)-7-fluorobenzo[2,1-d][1,3]thiazolyl]amino}methane CC(C)(C)CNC=1SC2=C(N1)C(=CC=C2F)B(O)O